C1(=CC(=CC=C1)C1=NC=C(N=C1C=1C=C(C=CC1)C1=CC=CC=C1)Cl)C1=CC=CC=C1 2,3-di([1,1'-biphenyl]-3-yl)-5-chloropyrazine